ethyl 3-[3-(2-methoxyethoxy)-5-{[2-(trifluoromethyl)pyridin-4-yl]carbamoyl}phenyl]imidazole-4-carboxylate COCCOC=1C=C(C=C(C1)C(NC1=CC(=NC=C1)C(F)(F)F)=O)N1C=NC=C1C(=O)OCC